C1(CC1)C=1OC2=C(N1)C=CC(=C2C)OC 2-Cyclopropyl-6-methoxy-7-methylbenzo[d]oxazole